1-isopropyl-6,7,8,9-tetrahydro-1H-cyclopenta[a]naphthalene C(C)(C)C1C=CC=2C1=C1CCCCC1=CC2